CC=1C=C2C=CNC2=CC1C(=O)NC(C)C1=CC=CC2=CC=CC=C12 5-Methyl-N-(1-(naphthalen-1-yl)ethyl)-1H-indole-6-carboxamide